The molecule is a BODIPY dye in which the 4,4-difluoro-4-bora-3a,4a-diaza-s-indacene skeleton is substituted at positions 1, 3, 5, 7, and 8 by methyl groups. It is used as a stain for neutral lipds and as a tracer for oil and other nonpolar lipids. [B-]1(N2C(=CC(=C2C(C3[N+]1=C(C=C3C)C)C)C)C)(F)F